tert-butyl (1r,4r)-4-((5-(2,6-dioxopiperidin-3-yl)pyridin-2-yl)amino)cyclohexane-1-carboxylate O=C1NC(CCC1C=1C=CC(=NC1)NC1CCC(CC1)C(=O)OC(C)(C)C)=O